ClC1=NC2=CC(=CC=C2C(=N1)NC=1N=CN(C1)C1=CC(=C(C(=C1)OC)OC)OC)F 2-chloro-7-fluoro-N-(1-(3,4,5-trimethoxyphenyl)-1H-imidazol-4-yl)quinazolin-4-amine